benzyl (3-oxocyclopentyl)carbamate O=C1CC(CC1)NC(OCC1=CC=CC=C1)=O